6-(2,6-difluoro-3,5-dimethoxyphenyl)-N-((1-methyl-1H-pyrazol-4-yl)methyl)-2-(methylthio)pyrido[3,4-d]pyrimidine-8-amine FC1=C(C(=C(C=C1OC)OC)F)C1=CC2=C(N=C(N=C2)SC)C(=N1)NCC=1C=NN(C1)C